BrC1=C(C=C2CCC2=C1)C=O 4-bromobicyclo[4.2.0]octa-1,3,5-trien-3-carbaldehyde